3,4-dichloro-2-([1-[(3R)-pyrrolidine-3-carbonyl]piperidin-4-yl]methyl)phenol ClC=1C(=C(C=CC1Cl)O)CC1CCN(CC1)C(=O)[C@H]1CNCC1